C12(NC=CC3=CC=CC=C13)CCCCC2 spiro[cyclohexane-1,1'-isoquinoline]